O[C@H]1[C@@H](O[C@H]([C@@H]([C@H]1O)O)C)OC(CC(=O)OC(CC(=O)O)CCCCCCC)CCCCCCC 3-[3-[(2R,3R,4R,5R,6S)-3,4,5-trihydroxy-6-methyloxan-2-yl]oxydecanoyloxy]decanoic acid